(R)-butyl-(2-(4-fluorophenyl)-2-hydroxyethyl)carbamic acid tert-butyl ester C(C)(C)(C)OC(N(C[C@H](O)C1=CC=C(C=C1)F)CCCC)=O